CN1C(N(C2=C1C1=CC=CC=C1C=C2)C(C(=O)OC)CCC(=O)OC)=O Dimethyl 2-(1-methyl-2-oxo-1,2-dihydro-3H-naphtho[1,2-d]imidazol-3-yl)glutarate